N[C@H](C(=O)OCC(CC)CC)CC 2-ethylbutyl (S)-2-aminobutanoate